N-benzyl-difluorosulfimide C(C1=CC=CC=C1)N=S(F)F